(R)-2-[benzyloxycarbonyl-(methoxycarbonyl)amino]-3-methylbutanoic acid C(C1=CC=CC=C1)OC(=O)N([C@@H](C(=O)O)C(C)C)C(=O)OC